FC=1C=C2C(=CNC2=CC1)NC(=O)C1=CC2=C(SCC(N2CC2=COC=C2)=O)S1 N-(5-fluoro-1H-indol-3-yl)-1-(furan-3-ylmethyl)-2-oxo-2,3-dihydro-1H-thieno[2,3-b][1,4]thiazine-6-carboxamide